COC1=CC=C(C[C@](N)(C(=O)O)C)C=C1 |r| O,α-dimethyl-DL-tyrosine